tert-butyl (4-(4-(benzyloxy)-6-chloro-8-fluoro-2-(((2R,7aS)-2-fluorotetrahydro-1H-pyrrolizin-7a(5H)-yl)methoxy)quinazolin-7-yl)-3-cyano-7-fluorobenzo[b]thiophen-2-yl)carbamate C(C1=CC=CC=C1)OC1=NC(=NC2=C(C(=C(C=C12)Cl)C1=CC=C(C=2SC(=C(C21)C#N)NC(OC(C)(C)C)=O)F)F)OC[C@]21CCCN1C[C@@H](C2)F